[Ir+3].C(C)(C)(C)C1=NC(=NC(=C1)C1=CC=CC=C1)C(=O)[O-].C(C)(C)(C)C1=NC(=NC(=C1)C1=CC=CC=C1)C(=O)[O-].C(C)(C)(C)C1=NC(=NC(=C1)C1=CC=CC=C1)C(=O)[O-] (4-t-butyl-6-phenylpyrimidinat) iridium (III)